N-cyclobutyl-5-[2,6-dichloro-4-[6-(difluoromethyl)-3,5-dioxo-1,2,4-triazin-2-yl]phenoxy]-2-hydroxy-pyridine-3-sulfonamide C1(CCC1)NS(=O)(=O)C=1C(=NC=C(C1)OC1=C(C=C(C=C1Cl)N1N=C(C(NC1=O)=O)C(F)F)Cl)O